NC1=NC=CC=C1C1=NC=2C(=C3C(=NC2)N(C=C3)S(=O)(=O)C3=CC=CC=C3)N1C1CN(CC1)C(=O)OC(C)(C)C tert-butyl 3-(2-(2-aminopyridin-3-yl)-6-(benzenesulfonyl)imidazo[4,5-d]pyrrolo[2,3-b]pyridine-1(6H)-yl)pyrrolidine-1-carboxylate